(1S,2S,3S,5R)-3-(2-((R)-1-aminoethyl)-4-fluorophenoxy)-5-(4-methyl-7H-pyrrolo[2,3-d]pyrimidin-7-yl)cyclopentane-1,2-diol N[C@H](C)C1=C(O[C@@H]2[C@H]([C@H]([C@@H](C2)N2C=CC3=C2N=CN=C3C)O)O)C=CC(=C1)F